FC1=C(C=CC(=C1)F)C1=CC=C(O1)C1=NC2=C(N1C)C=C(C=C2)[N+](=O)[O-] 2-(5-(2,4-Difluorophenyl)furan-2-yl)-1-methyl-6-nitro-1H-benzo[d]imidazole